NC(C(=O)O)CC=N 2-amino-4-iminobutanoic acid